COC=1C=C(C(=O)Cl)C=C(C1NC)[N+](=O)[O-] 3-methoxy-4-(methylamino)-5-nitrobenzoyl chloride